COC=1C(=NC(=NC1)C(F)(F)F)C1=CC=C(C=C1)C(F)(F)F 5-methoxy-2-(trifluoromethyl)-4-[4-(trifluoromethyl)phenyl]pyrimidine